4-methoxy-6-(1-(1-((3-methoxyazetidin-3-yl)methyl)piperidin-4-yl)-5-methyl-1H-pyrazol-4-yl)pyrazolo[1,5-a]pyridine-3-carbonitrile trihydrochloride Cl.Cl.Cl.COC=1C=2N(C=C(C1)C=1C=NN(C1C)C1CCN(CC1)CC1(CNC1)OC)N=CC2C#N